(E)-2,4-dimethyl-pentanoic acid CC(C(=O)O)CC(C)C